C(C)(C)(C)NC(C(C)(O)C=1C=C(N(C1)C)C(=O)NC1=CC(=C(C=C1)F)C)=O 4-(1-(tert-butylamino)-2-hydroxy-1-oxopropan-2-yl)-N-(4-fluoro-3-methylphenyl)-1-methyl-1H-pyrrole-2-carboxamide